7-bromo-4-(1,1-difluoroethyl)-3,4-dihydronaphthalen-1(2H)-one BrC1=CC=C2C(CCC(C2=C1)=O)C(C)(F)F